3-(4-(((3-chlorophenyl)methyl)sulfonamido)phenyl)-5-(pyridin-2-ylamino)-1H-pyrazole-4-carboxamide ClC=1C=C(C=CC1)CS(=O)(=O)NC1=CC=C(C=C1)C1=NNC(=C1C(=O)N)NC1=NC=CC=C1